Cl.OCCCCNC(=NC1=NC(=CC(=N1)C1=CC=C(C=C1)OC)C1=CC(=CC=C1)[N+](=O)[O-])N 1-(4-hydroxybutyl)-2-(4-(4-methoxyphenyl)-6-(3-nitrophenyl)pyrimidin-2-yl)guanidine hydrochloride